N-Cyclohexyl-5-methyl-2-(5-morpholin-4-yl-3,4'-bipyridin-2'-yl)-1H-imidazol-4-carboxamid C1(CCCCC1)NC(=O)C=1N=C(NC1C)C1=NC=CC(=C1)C=1C=NC=C(C1)N1CCOCC1